1,5,9-trimethyl-13-oxabicyclo[10.1.0]trideca-4,8-diene CC12CCC=C(CCC=C(CCC2O1)C)C